2-amino-2-[2-[4-(heptyloxy)-3-(trifluoromethyl)phenyl]ethyl]-1,3-propanediol NC(CO)(CO)CCC1=CC(=C(C=C1)OCCCCCCC)C(F)(F)F